2-(3-mercaptopropyl)pentane SCCCC(C)CCC